2-(2,2-Difluoroethoxy)-3,4,5,6-tetrafluoro-N-(3-fluoro-4-methoxyphenyl)-N-(prop-2-yn-1-yl)benzenesulfonamide FC(COC1=C(C(=C(C(=C1F)F)F)F)S(=O)(=O)N(CC#C)C1=CC(=C(C=C1)OC)F)F